2,5,7-trimethylnonane CC(C)CCC(CC(CC)C)C